2-(3-bromophenyl)-4-(3-pyrrolylamino)-thieno[2,3-d]pyridazine-7-carboxylic acid amide BrC=1C=C(C=CC1)C1=CC=2C(=C(N=NC2NC2=CNC=C2)C(=O)N)S1